3-(2-Methylpyridin-4-yl)-4-(3-sulfamoylphenylethynyl)-5-isopropyl-1H-pyrazole CC1=NC=CC(=C1)C1=NNC(=C1C#CC1=CC(=CC=C1)S(N)(=O)=O)C(C)C